Br.OC=1C=C2CCNC2=CC1O 5,6-dihydroxyindoline hydrobromide salt